4-amino-1-((2R,4S,5R)-5-(azidomethyl)-4-hydroxy-5-(hydroxymethyl)tetrahydrofuran-2-yl)-5-fluoropyrimidin-2(1H)-one NC1=NC(N(C=C1F)[C@@H]1O[C@@]([C@H](C1)O)(CO)CN=[N+]=[N-])=O